bis(N,N-dimethylaminoethyl) adipate C(CCCCC(=O)OCCN(C)C)(=O)OCCN(C)C